disodium heptanedioate C(CCCCCC(=O)[O-])(=O)[O-].[Na+].[Na+]